FC(OC1=CC=CC=2C(N[C@H]3C=4N([C@@H](C21)C3)C3=C(N4)C=CC(=C3)C=3C=NC(=NC3)C3(CCC(CC3)(C)O)O)=O)F (7R,14R)-1-(difluoromethoxy)-11-[2-(1,4-dihydroxy-4-methylcyclohexyl)pyrimidin-5-yl]-6,7-dihydro-7,14-methanobenzimidazo[1,2-b][2,5]benzodiazocin-5(14H)-one